CC1=CC=C(C=C1)S(=O)(=O)NC1=CC=C(C=C1)C=1SC2=C(N1)C=CC(=C2)C 4-methyl-N-(4-(6-methylbenzo[d]thiazol-2-yl)phenyl)benzenesulfonamide